OC(CO)C(C)O 3,4-dihydroxyoxapentane